acryloxybutanol C(C=C)(=O)OC(CCC)O